C1(OCCCC1)C(=O)[O-].I(=O)(=O)O.[Li+] Lithium Iodat oxacyclohexanecarboxylate